ClC1=C(C(=CC(=C1)C1=CN(C(C(=C1C)C)=O)C)OC)CN1CC2=CC=CC(=C2CC1)CC1CCN(CC1)C=1C=CC(=NC1)NC1C(NC(CC1)=O)=O 3-[[5-[4-[[2-[[2-chloro-6-methoxy-4-(1,4,5-trimethyl-6-oxo-3-pyridyl)phenyl]methyl]-3,4-dihydro-1H-isoquinolin-5-yl]methyl]-1-piperidyl]-2-pyridyl]amino]piperidine-2,6-dione